O(C1=CC=CC=C1)N(OC1=CC=CC=C1)C1=CC=C(C=C1)C=CC1=CC=C(C=C1)C1=CC=C(C=C1)C=CC1=CC=C(C=C1)N(OC1=CC=CC=C1)OC1=CC=CC=C1 4,4'-bis[2-{4-(N,N-diphenoxylamino)phenyl}vinyl]biphenyl